C(C)S(=O)(=O)C=1C=C(C=CC1)N1C(C=CC(=C1)C(F)(F)F)OC1=CC=C(C=C1)OC(F)(F)F N-(3-ethylsulfonylphenyl)-2-[4-(trifluoromethoxy)-phenoxy]-5-(tri-fluoromethyl)-pyridine